1-chloro-3-methanesulfonyl-5,6-dihydrospiro[cyclopenta[c]thiophene-4,2'-[1,3]dioxolane] ClC=1SC(=C2C1CCC21OCCO1)S(=O)(=O)C